C(=S)ON amino thioformate